methyl 1-cyclopropyl-6,7-difluoro-2-[(2R,5R,7R,9E)-2-methyl-4-oxo-3,13,19-triazatetracyclo[11.5.2.05,7.016,20]icosa-1(19),9,14,16(20),17-pentaen-14-yl]benzimidazole-5-carboxylate C1(CC1)N1C(=NC2=C1C(=C(C(=C2)C(=O)OC)F)F)C=2N1CC/C=C/C[C@@H]3C[C@H]3C(N[C@@H](C=3C=CC(C2)=C1N3)C)=O